5-methyl-5-(2-(5-methylpyridin-2-yl)ethyl)furan-2(5H)-one CC1(C=CC(O1)=O)CCC1=NC=C(C=C1)C